N1(CCCCC1)C1CCN(CC1)C1CCN(CC1)C1=C(C=NC2=CC=C(C=C12)S(=O)C)S(=O)(=O)C1=CC=C(C=C1)OCCCC 4-([1,4':1',4''-terpiperidin]-1''-yl)-3-((4-butoxyphenyl)sulfonyl)-6-(methylsulfinyl)quinoline